3-(((3-(piperazin-1-yl)propoxy)carbonyl)oxy)pentadecyl-6,6-bis(octyloxy)hexanoate N1(CCNCC1)CCCOC(=O)OC(CCOC(CCCCC(OCCCCCCCC)OCCCCCCCC)=O)CCCCCCCCCCCC